2,3-propane-dione CC(C=O)=O